N-[1-[3-(trifluoromethyl)phenyl]-3,4-dihydro-2H-quinolin-7-yl]prop-2-enamide FC(C=1C=C(C=CC1)N1CCCC2=CC=C(C=C12)NC(C=C)=O)(F)F